ClC=1C=C(C=CC1Cl)C=1N(C(=C(C(C1C(=O)OC(C)(C)C)=O)C1=C(C=CC(=C1)C(=O)OC(C#CC)C)F)C)CC tert-butyl 2-(3,4-dichlorophenyl)-1-ethyl-5-[2-fluoro-5-(1-methylbut-2-ynoxycarbonyl) phenyl]-6-methyl-4-oxo-pyridine-3-carboxylate